ClC1=CC(=CC(=N1)N1C(C2=CC(=CC=C2C1)C1=C(C=CC=C1)CC1=NN=CN1C)=O)CN1C[C@H](CCC1)C (S)-2-(6-Chloro-4-((3-methylpiperidin-1-yl)methyl)pyridin-2-yl)-6-(2-((4-methyl-4H-1,2,4-triazol-3-yl)methyl)phenyl)isoindolin-1-one